Ethyl-morpholin C(C)N1CCOCC1